6-Chloropyrido[3,4-d]pyrimidine-2,4-diol ClC1=CC2=C(N=C(N=C2O)O)C=N1